1-((2-(nitro)phenyl)sulfonyl)piperazine [N+](=O)([O-])C1=C(C=CC=C1)S(=O)(=O)N1CCNCC1